4-fluoro-6-(4-methoxy-1H-pyrrolo[2,3-b]pyridin-3-yl)-2-methyl-1-(1-methylpiperidin-4-yl)-1H-benzo[d]imidazole FC1=CC(=CC=2N(C(=NC21)C)C2CCN(CC2)C)C2=CNC1=NC=CC(=C12)OC